C(#N)C=1N=C(N(C1)COCC[Si](C)(C)C)C(=O)NC=1C(=NC(=CC1)C1C(C(NC(C1([2H])[2H])(C([2H])([2H])[2H])C([2H])([2H])[2H])(C([2H])([2H])[2H])C([2H])([2H])[2H])([2H])[2H])C1=CCC(CC1)(C)C 4-cyano-N-[2-(4,4-dimethylcyclohexen-1-yl)-6-[3,3,5,5-tetradeuterio-2,2,6,6-tetrakis(trideuteriomethyl)-4-piperidyl]-3-pyridyl]-1-(2-trimethylsilylethoxymethyl)-imidazole-2-carboxamide